(E)-N-benzylethanimine C(C1=CC=CC=C1)/N=C/C